FC=1C=C(C=CC1)N(C(=O)OCC1CCC(CC1)COCC(=O)O)C1=NC=CN=C1 2-(((1r,4r)-4-(((3-fluorophenyl)(pyrazin-2-yl)carbamoyloxy)methyl)cyclohexyl)methoxy)acetic acid